C(C1=CC=CC=C1)OC1=CC=C(NC2=C(C=NC3=CC(=C(C=C23)NC(C=CC=2OC=CC2)=O)OCC)C#N)C=C1 N-(4-(4-(benzyloxy)anilino)-3-cyano-7-ethoxyquinolin-6-yl)-3-(furan-2-yl)acrylamide